N-(2-fluoro-4-(4-(methylamino)piperidin-1-yl)phenyl)-7-methoxy-2-methylimidazo[1,2-a]pyridine-6-carboxamide FC1=C(C=CC(=C1)N1CCC(CC1)NC)NC(=O)C=1C(=CC=2N(C1)C=C(N2)C)OC